C(C1=CC=CC=C1)N(CCOC[13C]#N)CC1=CC=CC=C1 2-[2-(dibenzylamino)ethoxy]acetonitrile-13C